3-(4-(tert-butyl)-3-methoxyphenyl)azetidine 4-methylbenzenesulfonate CC1=CC=C(C=C1)S(=O)(=O)O.C(C)(C)(C)C1=C(C=C(C=C1)C1CNC1)OC